C(#N)C1=CN(C2=CC=C(C=C12)OC1=CC=C(C=C1)NC(=O)[C@H]1NCCC1)CC=1C(=NOC1C)C (2S)-N-[4-[[3-Cyano-1-[(3,5-dimethyl-4-isoxazolyl)methyl]-1H-indol-5-yl]oxy]phenyl]-2-pyrrolidinecarboxamide